CC1OC(CNC1=O)=O 6-methyl-morpholine-2,5-dione